3-bis(diisopropylamino)phosphinopropionitrile C(C)(C)N(C(C)C)P(CCC#N)N(C(C)C)C(C)C